4-hydroxy-1-methyl-7-phenoxyisoquinoline-3-carboxamide OC1=C(N=C(C2=CC(=CC=C12)OC1=CC=CC=C1)C)C(=O)N